[Cl-].OCCN1C=[N+](C=C1)C(CCCCCCCCCCCCCCCCCC)CCCCC(CCCCCCCCCCCCCC)CCCCCCCCCCCCCC 1-(2-hydroxyethyl)-3-(24-tetradecyloctatriacontan-19-yl)-1H-imidazol-3-ium chloride